NC1=C(C=C(C=C1F)C(=O)C1=CC(=C2C(=CC=CN12)C1=C(C2=C(N(C(=N2)C)C)C=C1C)Cl)COC)F (4-amino-3,5-difluorophenyl)(8-(4-chloro-1,2,6-trimethyl-1H-benzo[d]imidazol-5-yl)-1-(methoxymethyl)indolizin-3-yl)methanone